5-(3-(4-(4-(4-amino-3-(4-phenoxyphenyl)-1H-pyrazolo[3,4-d]pyrimidin-1-yl)cyclohexyl)piperazin-1-yl)azetidin-1-yl)-2-(2,6-dioxopiperidin-3-yl)-6-fluoroisoindoline-1,3-dione NC1=C2C(=NC=N1)N(N=C2C2=CC=C(C=C2)OC2=CC=CC=C2)C2CCC(CC2)N2CCN(CC2)C2CN(C2)C=2C=C1C(N(C(C1=CC2F)=O)C2C(NC(CC2)=O)=O)=O